tert-Butyl 4-hydroxy-5,7,8,9-tetrahydro-6H-pyrimido[5,4-c]azepine-6-carboxylate OC1=NC=NC2=C1CN(CCC2)C(=O)OC(C)(C)C